[Ni](Cl)Cl.C(=O)[O-].[Ni+2].COC1=C(C=CC=C1)C=1C(=CN=NC1)C(=O)N.C(=O)[O-] 5-(2-methoxyphenyl)pyridazine-4-carboxamide nickel formate nickel chloride